4-[(3-chloro-4-fluoro-phenyl)amino]-6-{1-[(N-methyl-N-2-methoxyethyl-amino)carbonyl]-piperidin-4-yloxy}-7-methoxy-quinazoline ClC=1C=C(C=CC1F)NC1=NC=NC2=CC(=C(C=C12)OC1CCN(CC1)C(=O)N(CCOC)C)OC